(E)-2-(5-isopropyl-3-pyrazolylcarbonylamino)-5,5-dimethyl-3-hexenoic acid C(C)(C)C1=CC(=NN1)C(=O)NC(C(=O)O)\C=C\C(C)(C)C